N2,N3-bis(2-fluorophenyl)pyrazine-2,3-diamine FC1=C(C=CC=C1)NC1=NC=CN=C1NC1=C(C=CC=C1)F